7-((5-(6-hydroxy-2-azaspiro[3.3]heptan-2-yl)pyridin-2-yl)amino)-4-(1-methyl-1H-pyrrolo[2,3-b]pyridin-4-yl)isoindolin-1-one OC1CC2(CN(C2)C=2C=CC(=NC2)NC=2C=CC(=C3CNC(C23)=O)C2=C3C(=NC=C2)N(C=C3)C)C1